C(C)(C)C1=CC(=NC=C1)C1=NSC(=N1)NC1=NC=CC=C1N(C(C)=O)C N-(2-(3-(4-isopropylpyridin-2-yl)-1,2,4-thiadiazol-5-ylamino)pyridin-3-yl)-N-methylacetamide